[C@H]12CNC[C@@H]2C1CNC(OC(C)(C)C)=O tert-butyl ((1R,5S,6R)-3-azabicyclo[3.1.0]hexan-6-yl methyl)carbamate